butylene glycol e-2,5-furandicarboxylate O1C(=CC=C1C(=O)O)C(=O)O.C(CCCO)O